(E)-N-(5-(2-(4,4-difluoro-cyclohexyl)vinyl)-6-meth-oxypyridin-3-yl)-2-phenyl-acrylamide FC1(CCC(CC1)/C=C/C=1C=C(C=NC1OC)NC(C(=C)C1=CC=CC=C1)=O)F